N-(6-methoxypyrimidin-4-yl)-5-methyl-2-(1-methyl-1H-imidazol-2-yl)-6-(pyridin-4-yl)pyrrolo[2,1-f][1,2,4]triazin-4-amine COC1=CC(=NC=N1)NC1=NC(=NN2C1=C(C(=C2)C2=CC=NC=C2)C)C=2N(C=CN2)C